5-(((Trans-3-(3-cyclopropyl-6-(piperazin-1-yl)-1H-indazol-1-yl)cyclobutyl)methyl)amino)-2-(2,6-dioxopiperidin-3-yl)isoindoline-1,3-dione C1(CC1)C1=NN(C2=CC(=CC=C12)N1CCNCC1)[C@@H]1C[C@H](C1)CNC=1C=C2C(N(C(C2=CC1)=O)C1C(NC(CC1)=O)=O)=O